[1,1'-Biphenyl]-4-ylamine C1(=CC=C(C=C1)N)C1=CC=CC=C1